[N+](=O)([O-])C=1C=C2C=NNC2=CC1[N+](=O)[O-] 5,6-dinitro-1H-indazole